(1R,4R,5R,8R)-8-(5,6-dichloro-1-{[2-(trimethylsilyl)ethoxy]methyl}-1H-1,4-diazainden-2-yloxy)-2,6-dioxabicyclo[3.3.0]octan-4-ol ClC=1N=C2C=C(N(C2=CC1Cl)COCC[Si](C)(C)C)O[C@@H]1CO[C@@H]2[C@@H](CO[C@H]12)O